Br.BrCCN 2-bromoethylamine hydrobromide salt